1-(4-(3,4-dichlorophenyl)-5-(propylsulfanyl)thiazol-2-yl)-3-methyl-4-(2-(methylsulfonyl)benzyl)-1H-pyrazole-5-carboxylic acid ClC=1C=C(C=CC1Cl)C=1N=C(SC1SCCC)N1N=C(C(=C1C(=O)O)CC1=C(C=CC=C1)S(=O)(=O)C)C